3,5-dimethylbenzenetetramine CC1(C(C(=CC(=C1N)C)N)N)N